3-(5-((5-((4'-chloro-5,5-dimethyl-3,4,5,6-tetrahydro-[1,1'-biphenyl]-2-yl)methyl)hexahydropyrrolo[3,4-c]pyrrol-2(1H)-yl)methyl)-1-oxoisoindolin-2-yl)piperidine-2,6-dione ClC1=CC=C(C=C1)C1=C(CCC(C1)(C)C)CN1CC2C(C1)CN(C2)CC=2C=C1CN(C(C1=CC2)=O)C2C(NC(CC2)=O)=O